[Zn].[Ag].[Sn] tin silver-zinc